(S)-(4-amino-4-oxobutan-2-yl)carbamic acid tert-butyl ester C(C)(C)(C)OC(N[C@@H](C)CC(=O)N)=O